ethyl 6-(4-methoxybenzyl)-4-methyl-5,6-dihydro-4H-isoxazolo[5,4-e]indazole-3-carboxylate COC1=CC=C(CN2N=CC=3C4=C(C(CC23)C)C(=NO4)C(=O)OCC)C=C1